CN1N=C(C2=CC=CC(=C12)SC)C(C)(C)N 2-(1-methyl-7-(methylsulfanyl)-1H-indazol-3-yl)propan-2-amine